(1S,2S)-N-(6-(5-chloro-7-(cyano(hydroxy)methyl)-6-fluoro-1H-indazol-4-yl)imidazo[1,2-a]pyrazin-2-yl)-2-fluorocyclopropane-1-carboxamide ClC=1C(=C2C=NNC2=C(C1F)C(O)C#N)C=1N=CC=2N(C1)C=C(N2)NC(=O)[C@H]2[C@H](C2)F